FC1=C(C(=C(C=C1OC)OC)F)N1C(N(C2=C(C1)C=NC(=C2)C=2C(=NN(C2)C)C)CC2=CC(=NO2)C)=O 3-(2,6-difluoro-3,5-dimethoxyphenyl)-7-(1,3-dimethyl-1H-pyrazol-4-yl)-1-((3-methylisoxazol-5-yl)methyl)-3,4-dihydropyrido[4,3-d]pyrimidin-2(1H)-one